FC1(CCS(CC1)(=O)=O)C1=CC=C(C=C1)N1C(O[C@H](C1)CO)=O 4-fluoro-4-{4-[(5R)-5-(hydroxymethyl)-2-oxo-1,3-oxazolidin-3-yl]phenyl}-1λ6-thiane-1,1-dione